FC(C12CNCC2(C1)C(=O)N)(F)F 5-(trifluoromethyl)-3-azabicyclo[3.1.0]hexane-1-carboxamide